trimethyl-(trimethylsilyl-cyclopentadienyl)platinum (IV) C[Pt](C1(C=CC=C1)[Si](C)(C)C)(C)C